C1(=CC=CC=C1)C(C)(C)C1=C(C=C(C=C1)O)O 4-(2-phenylpropan-2-yl)benzene-1,3-diol